N1N=NN=C1N1[C@H]2[C@H](CC[C@@H]1CC2)NC(=O)C2(CC2)C2=C(C=C(C=C2)C(F)(F)F)O N-((1R,2S,5R)-8-(1H-tetrazol-5-yl)-8-azabicyclo[3.2.1]octan-2-yl)-1-(2-hydroxy-4-(trifluoromethyl)phenyl)cyclopropane-1-carboxamide